C(C)(C)C1=C(N=NC=C1)OCC1CC(C1)C1=CC(=NN1)NC=1C=2N(C=CN1)N=C(C2)COC rac-N-(5-((1s,3s)-3-(((4-isopropylpyridazin-3-yl)oxy)methyl)cyclobutyl)-1H-pyrazol-3-yl)-2-(methoxymethyl)pyrazolo[1,5-a]pyrazin-4-amine